(R)-1-(1-(4-(benzo[d]thiazol-7-yl)phenyl)-2-hydroxyethyl)-3-(2-ethynyl-thiazol-4-yl)urea S1C=NC2=C1C(=CC=C2)C2=CC=C(C=C2)[C@H](CO)NC(=O)NC=2N=C(SC2)C#C